tert-butyl (2-(4-hydroxyphenoxy)ethyl)carbamate OC1=CC=C(OCCNC(OC(C)(C)C)=O)C=C1